1,4-dimethyl 1,4-cyclohexanedicarboxylate C1(CCC(CC1)C(=O)OC)C(=O)OC